COC1=CC=C(C(C2=CC=C(C=C2)OC)(C2=CC=CC=C2)[C@@]2([C@](O)([C@H](O)[C@@H](CO)O2)F)N2C(=O)NC(=O)C=C2)C=C1 (4,4'-dimethoxytrityl)-2'-fluoro-uridine